(S)-N-(1-(4-chlorophenyl)-3-hydroxypropyl)-2-(methylamino)thieno[3,2-h]quinazoline-8-carboxamide ClC1=CC=C(C=C1)[C@H](CCO)NC(=O)C1=CC2=CC=C3C=NC(=NC3=C2S1)NC